COC1=CC=C(CN(C=2C(=C(C(=C(C2)C)CC(F)F)B(O)O)F)CC2=CC=C(C=C2)OC)C=C1 (3-(Bis(4-methoxybenzyl)amino)-6-(2,2-difluoroethyl)-2-fluoro-5-methylphenyl)boronic acid